CNS(OCC(=O)NC=1SC(=C(N1)Cl)CC1=CC(=C(C=C1)F)Cl)(=O)=O 2-((4-chloro-5-(3-chloro-4-fluorobenzyl)thiazol-2-yl)amino)-2-oxoethyl methylsulfamate